Ethyl (S)-3-(5-cyclopropyl-4-fluoro-3',4',6'-trimethyl-2'-(pent-4-en-1-yloxy)-[1,1'-biphenyl]-3-yl)-3-((R)-2-hydroxypent-4-enamido)propanoate C1(CC1)C=1C(=C(C=C(C1)C1=C(C(=C(C=C1C)C)C)OCCCC=C)[C@H](CC(=O)OCC)NC([C@@H](CC=C)O)=O)F